N-[[4-[5-(difluoromethyl)-1,3,4-oxadiazol-2-yl]-2-fluoro-phenyl]methyl]-2-imino-2-oxo-N-phenyl-2lambda6-thia-6-azaspiro[3.3]heptan-6-carboxamide FC(C1=NN=C(O1)C1=CC(=C(C=C1)CN(C(=O)N1CC2(CS(C2)(=O)=N)C1)C1=CC=CC=C1)F)F